OCCNCCC(=O)N 3-(2-hydroxyethylamino)propanamide